C(C)N1C(NC2=C(C(=CC=C2C1=O)CN1CC2(CN(C2)C=2C=CC(=NC2)C(=O)NC)C1)F)=O 5-(6-((3-ethyl-8-fluoro-2,4-dioxo-1,2,3,4-tetrahydroquinazolin-7-yl)methyl)-2,6-diazaspiro[3.3]heptan-2-yl)-N-methylpicolinamide